α-pyrrolidinopropiophenone N1(CCCC1)C(C(=O)C1=CC=CC=C1)C